O=C1NC(CCC1N1C(N(C2=C1C=CC(=C2)N2CCN(CC2)CC2CN(C2)C2C(CN(CC2)C(=O)OC(C)(C)C)(F)F)C)=O)=O Tert-butyl 4-(3-((4-(1-(2,6-dioxopiperidin-3-yl)-3-methyl-2-oxo-2,3-dihydro-1H-benzo[d]imidazol-5-yl)piperazin-1-yl)methyl)azetidin-1-yl)-3,3-difluoropiperidine-1-carboxylate